2-(3-Fluoro-4-methoxyphenyl)-7-[(3aR,6aS)-5-(propan-2-yl)hexahydropyrrolo[3,4-c]pyrrol-2(1H)-yl]-4H-pyrido[1,2-a]pyrimidin-4-one FC=1C=C(C=CC1OC)C=1N=C2N(C(C1)=O)C=C(C=C2)N2C[C@@H]1CN(C[C@@H]1C2)C(C)C